C1(=CC=CC=C1)N1C2=CC=CC=C2C=2C(=CC=CC12)C1=CC=2NC3=CC=CC=C3C2C=C1 9'-phenyl-9H,9'H-2,4'-bicarbazole